FC(C1=CC=C2C(=CNC2=C1)C=O)(F)F 6-(trifluoromethyl)-1H-indole-3-carbaldehyde